N-((1r,4r)-4-((2-((4-(4-ethylpiperazin-1-yl)phenyl)amino)-5-(4-fluorobenzoyl)-7H-pyrrolo[2,3-d]pyrimidin-4-yl)amino)cyclohexyl)isobutyramide C(C)N1CCN(CC1)C1=CC=C(C=C1)NC=1N=C(C2=C(N1)NC=C2C(C2=CC=C(C=C2)F)=O)NC2CCC(CC2)NC(C(C)C)=O